C(#N)CN1N=C2C(N(C(C(=C2N2CC(N(CC2)C(C)C=2C=C3N=CC=NC3=CC2)CC)C#N)=O)C)=C1 2-(cyanomethyl)-7-((2S,5R)-3-ethyl-4-(1-(quinoxalin-6-yl)ethyl)piperazin-1-yl)-4-methyl-5-oxo-4,5-dihydro-2H-pyrazolo[4,3-b]pyridine-6-carbonitrile